NCC=1C=CC=C2C(=NC(=NC12)NC1=CC(=CC(=C1)C)F)N[C@H](C)C(C)(C)C (R)-8-(aminomethyl)-N4-(3,3-dimethylbutan-2-yl)-N2-(3-fluoro-5-methylphenyl)quinazoline-2,4-diamine